zinc disalicylate C(C=1C(O)=CC=CC1)(=O)[O-].C(C=1C(O)=CC=CC1)(=O)[O-].[Zn+2]